C(C)OC(=O)C1CCN(CC1)C1CCNCC1 [1,4'-bipiperidine]-4-carboxylic acid ethyl ester